C(C1=CC=CC=C1)N1C2=C(C(=CC=C2C=2C=CC=C(C12)C(=O)N)OC)OCC#N 9-benzyl-7-methoxy-8-cyanomethyloxy-carbazole-carboxamide